C(C)(C)(C)C1=CN=C(O1)C1CC(CC1)C1=CC(=NN1)NC=1C=CC2=C(CN=S2(C)=O)C1F 5-((5-(3-(5-(tert-butyl)oxazol-2-yl)cyclopentyl)-1H-pyrazol-3-yl)amino)-4-fluoro-1-methyl-3H-1λ4-benzo[d]isothiazole 1-oxide